Methyl 3-iodo-4-(((1-(4-(trifluoromethyl)phenyl)-1H-pyrazol-3-yl)methyl)sulfonyl)benzoate IC=1C=C(C(=O)OC)C=CC1S(=O)(=O)CC1=NN(C=C1)C1=CC=C(C=C1)C(F)(F)F